Undecenoyl-glycin C(C=CCCCCCCCC)(=O)NCC(=O)O